FC(C=1C=C(C=C(C1)C(F)(F)F)NC(N(C)C1=CC=2OC(C(=CC2S1)C(=O)O)=O)=O)(F)F 2-(3-(3,5-bis(trifluoromethyl)phenyl)-1-methylureido)-5-oxo-5H-thieno[3,2-b]pyran-6-carboxylic acid